2,3-diphenyl-tetrahydroquinoxaline C1(=CC=CC=C1)C1NC2=CC=CC=C2NC1C1=CC=CC=C1